di-aminopropylamine NC(CCN)N